N-(3-fluoro-5-methanesulfonamidophenyl)-4-(pyridin-3-yl)thiophene-2-carboxamide FC=1C=C(C=C(C1)NS(=O)(=O)C)NC(=O)C=1SC=C(C1)C=1C=NC=CC1